N(C1=C(C(=C(C(=C1[2H])[2H])C[2H])[2H])[2H])([2H])[2H] p-toluidine-d7